BrC1=C(SC2=C1C=C(C=C2C(F)(F)F)C(F)(F)F)C#N 3-bromo-5,7-bis(trifluoromethyl)benzothiophene-2-carbonitrile